Cl.CNC1CC(C1)=C N-methyl-3-methylenecyclobutane-1-amine hydrochloride